3-((6-bromo-2-(2,5-dimethyl-1-(4-(morpholinosulfonyl)phenyl)-1H-pyrrol-3-yl)-3H-imidazo[4,5-b]pyridin-7-yl)amino)benzenesulfonamide BrC=1C(=C2C(=NC1)NC(=N2)C2=C(N(C(=C2)C)C2=CC=C(C=C2)S(=O)(=O)N2CCOCC2)C)NC=2C=C(C=CC2)S(=O)(=O)N